8-bromo-4-hydroxy-6-methyl-benzopyran-2-thione BrC1=CC(=CC=2C(=CC(OC21)=S)O)C